(R)-2,2-dimethyl-N-(5-methyl-5-azaspiro[2.4]hept-7-yl)-3-((3-(trifluoromethoxy)pyridin-2-yl)oxy)propanamide CC(C(=O)N[C@H]1CN(CC12CC2)C)(COC2=NC=CC=C2OC(F)(F)F)C